Cetylsulfat C(CCCCCCCCCCCCCCC)OS(=O)(=O)[O-]